4-[(4-aminophenyl)(3,5-dimethoxyphenyl)methyl]aniline NC1=CC=C(C=C1)C(C1=CC=C(N)C=C1)C1=CC(=CC(=C1)OC)OC